2-(((5S)-5-methyl-1-oxospiro[2.5]octane-5-yl)methyl)-2H-pyrazolo[3,4-c]pyridine C[C@]1(CC2(CC2=O)CCC1)CN1N=C2C=NC=CC2=C1